Ethyl 3-(2,4-dichlorophenyl)-6-(4-oxo-4-(((tetrahydro-2H-pyran-2-yl)oxy)amino)butyl)-3,6-dihydro-2H-1,2,6-thiadiazine-4-carboxylate 1,1-dioxide ClC1=C(C=CC(=C1)Cl)C1NS(N(C=C1C(=O)OCC)CCCC(NOC1OCCCC1)=O)(=O)=O